N-(5-((4-((tert-butyldimethylsilyl)oxy)bicyclo(2.2.1)hept-1-yl)methoxy)-1,3,4-thiadiazol-2-yl)-4-(2-fluoro-6-methoxyphenyl)-6-methylpyridine-3-carboxamide [Si](C)(C)(C(C)(C)C)OC12CCC(CC1)(C2)COC2=NN=C(S2)NC(=O)C=2C=NC(=CC2C2=C(C=CC=C2OC)F)C